C(C1=CC=CC=C1)(C1=CC=CC=C1)(C1=CC=CC=C1)N1C=NC(=C1)C1=C(C=C2C(CC2)=O)C=CC=C1 2-(2-(1-trityl-1H-imidazol-4-yl)benzylidene)cyclobutan-1-one